The molecule is a member of the class of dihydrofurans that is 4,5-dihydrofuran substituted at positions 2 and 3 by methyl and thioacetoxy groups respectively. It has a role as a flavouring agent. It is a thioacetate ester and a dihydrofuran. CC1=C(CCO1)SC(=O)C